FC=1C=C(C#N)C=CC1N1CCNCC1 3-fluoro-4-piperazin-1-yl-benzonitrile